Cl.CN1N=CC(=C1)C=1N=C(C=2N(C1)N=CN2)N2CCC(CC2)CN (1-(6-(1-methyl-1H-pyrazol-4-yl)-[1,2,4]triazolo[1,5-a]pyrazin-8-yl)piperidin-4-yl)methanamine hydrochloride